FC(CN1[C@@H](C=2NC3=CC=CC=C3C2C[C@H]1C)C=1SC(=CC1F)CC1CN(C1)CCC)(C)C (1S,3R)-2-(2-Fluoro-2-methylpropyl)-1-(3-fluoro-5-((1-propylazetidin-3-yl)methyl)thiophen-2-yl)-3-methyl-2,3,4,9-tetrahydro-1H-pyrido[3,4-b]indole